C1(CC1)/C=C(\C#N)/C(=O)N1CCC(CC1)N1N=C(C2=CN(C=3N=CN=C1C32)COCC[Si](C)(C)C)NC3=CC=C(C=C3)OC3=CC=CC=C3 (E)-3-cyclopropyl-2-(4-(3-((4-phenoxyphenyl)amino)-1-((2-(trimethylsilyl)ethoxy)methyl)-1,4,5,6,8-pentaazaacenaphthylen-5(1H)-yl)piperidine-1-carbonyl)acrylonitrile